NC1=C(C2=C(N=C(O2)C)C=C1C(=O)N)C1=C(C(=CC=C1C)O)C 6-amino-7-(3-hydroxy-2,6-dimethylphenyl)-2-methylbenzo[d]oxazole-5-carboxamide